FC(OC1=C(C=C(C=C1)OC1=CC(=C(C=C1)C)C(N(C)C)=O)C1=NN(C=C1NC(=O)C=1C=NN2C1N=CC=C2)CCN[C@H]2COCCC2)F |r| N-[3-[2-(difluoromethoxy)-5-[3-(dimethylcarbamoyl)-4-methyl-phenoxy]phenyl]-1-[2-[[rac-(3R)-tetrahydropyran-3-yl]amino]ethyl]pyrazol-4-yl]pyrazolo[1,5-a]pyrimidine-3-carboxamide